tert-butyl 4-(3-fluoro-4-(4,4,5,5-tetramethyl-1,3,2-dioxaborolan-2-yl)phenoxy)piperidine-1-carboxylate FC=1C=C(OC2CCN(CC2)C(=O)OC(C)(C)C)C=CC1B1OC(C(O1)(C)C)(C)C